O=C1C[C@@H](CC1)N1C(C2=CC=CC=C2C1=O)=O |r| (±)-2-(3-oxo-cyclopentyl)-isoindole-1,3-dione